5-phenethylbicyclo[2.2.1]Hept-2-ene C(CC1=CC=CC=C1)C1C2C=CC(C1)C2